tert-butyl 7-[(1R,9R)-5-cyano-10,10-dimethyl-3-azatricyclo-[7.1.1.02,7]undeca-2,4,6-trien-4-yl]-2,7-diazaspiro[3.4]octane-2-carboxylate C(#N)C1=C(N=C2[C@H]3C([C@@H](CC2=C1)C3)(C)C)N3CCC1(CN(C1)C(=O)OC(C)(C)C)C3